4-((R)-3-(diethoxyphosphoryl)-2-(6-((S)-3-methoxypyrrolidin-1-yl)-2-phenylpyrimidine-4-carboxamido)propionyl)piperazine-1-carboxylic acid butyl ester C(CCC)OC(=O)N1CCN(CC1)C([C@H](CP(=O)(OCC)OCC)NC(=O)C1=NC(=NC(=C1)N1C[C@H](CC1)OC)C1=CC=CC=C1)=O